C(C)OC(C(CC(C)C)N1C(C=CC(=C1)CN(C)C)=O)=O.CN(C)CC=1C=CC(N(C1)C(C(=O)O)CC(C)C)=O 2-(5-((dimethylamino)methyl)-2-oxopyridin-1(2H)-yl)-4-methylpentanoic acid Ethyl-2-(5-((dimethylamino)methyl)-2-oxopyridin-1(2H)-yl)-4-methylpentanoate